Cl.FC(C=1C=NC(=NC1)N1CC2NC(C1)C2)(F)F 3-(5-(Trifluoromethyl)pyrimidin-2-yl)-3,6-diazabicyclo[3.1.1]heptane hydrochloride